ClC1=C(C=CC2=C1C(=N[C@H](C=1N2N=C(N1)NC(=O)NC)C)C1=C(C=CC=C1F)F)C(F)(F)F 1-[(4S)-7-chloro-6-(2,6-difluorophenyl)-4-methyl-8-(trifluoromethyl)-4H-[1,2,4]triazolo[1,5-a][1,4]benzodiazepine-2-Yl]-3-methyl-urea